COC[C@]1(CCC=2C(=NNC2C1)C=1NC2=CC(=CC=C2C1)C(=O)N1CCNCC1)C (6S)-6-(methoxymethyl)-6-methyl-3-[6-(piperazine-1-carbonyl)-1H-indol-2-yl]-1,4,5,7-tetrahydroindazole